trismercaptopropionate SC(CC(=O)[O-])(S)S